FC(C1=C(C=CC(=C1)N)C1=C(C=C(N)C=C1)C(F)(F)F)(F)F 2,2'-bis-trifluoromethyl-4,4'-benzidine